BrC=1C(=NC=C2C=C(NC(C12)=O)C)Cl 8-bromo-7-chloro-3-methyl-2,6-naphthyridin-1(2H)-one